pyrene ethyl-acrylate C(C)OC(C=C)=O.C1=CC=C2C=CC3=CC=CC4=CC=C1C2=C34